borolene B1=CCCC1